[N+](=O)([O-])C1=C(C=CC=C1)O 2-nitro-phenol